6-chloro-2-(4,4-difluoropiperidin-1-yl)-4-methyl-N-(5-sulfamoylpyridin-3-yl)nicotinamide ClC1=NC(=C(C(=O)NC=2C=NC=C(C2)S(N)(=O)=O)C(=C1)C)N1CCC(CC1)(F)F